5-(2-(difluoromethoxy)-5-fluorophenyl)pyridine 1-oxide FC(OC1=C(C=C(C=C1)F)C=1C=CC=[N+](C1)[O-])F